NC1=C(C(=NC(=C1Cl)C1=CC(=C(C=C1)[Si](C)(C)C)F)C(=O)OC)Cl methyl 4-amino-3,5-dichloro-6-(3-fluoro-4-(trimethylsilyl) phenyl)-pyridine-2-carboxylate